Methyl-2-(5,12-dimethyl-10-(trifluoromethoxy)-5,6-dihydroindolo[2,1-a]isoquinolin-5-yl)acetate COC(CC1(CN2C(C=3C=CC=CC13)=C(C=1C=C(C=CC12)OC(F)(F)F)C)C)=O